(2S)-N-[5-[[(3R)-1-(6-fluoropyridazin-3-yl)pyrrolidin-3-yl]amino]-1,3,4-thiadiazol-2-yl]-2-methoxy-2-[3-(3-methoxyazetidin-1-yl)phenyl]acetamide FC1=CC=C(N=N1)N1C[C@@H](CC1)NC1=NN=C(S1)NC([C@H](C1=CC(=CC=C1)N1CC(C1)OC)OC)=O